1-(3-tert-butyl-1-(quinolin-6-yl)-1H-pyrazol-5-yl)-3-(2-fluoro-5-(pyridin-3-yloxy)phenyl)urea C(C)(C)(C)C1=NN(C(=C1)NC(=O)NC1=C(C=CC(=C1)OC=1C=NC=CC1)F)C=1C=C2C=CC=NC2=CC1